1-(4-chloro-2,3-difluoro-phenyl)piperazine ClC1=C(C(=C(C=C1)N1CCNCC1)F)F